p-toluene-sulfonyl-L-arginine methyl ester COC([C@@H](NS(=O)(=O)C1=CC=C(C)C=C1)CCCNC(N)=N)=O